C(C)(C)(C)OC(=O)N1CCN(CC1)C1=NC(=NS1)Cl 4-(3-chloro-1,2,4-thiadiazol-5-yl)piperazine-1-carboxylic acid tert-butyl ester